phthalazin-1(2H)-one 4-methylbenzenesulfonate CC1=CC=C(C=C1)S(=O)(=O)O.C1(NN=CC2=CC=CC=C12)=O